(2-benzyloxy-4-methyl-phenyl)boronic acid C(C1=CC=CC=C1)OC1=C(C=CC(=C1)C)B(O)O